6-fluoro-5-{[(3R)-1-({6-fluoro-4-oxo-2H,3H,5H-furo[3,2-c]quinolin-7-yl}methyl)pyrrolidin-3-yl]oxy}-N-methylpyridine-2-carboxamide FC1=C(C=CC(=N1)C(=O)NC)O[C@H]1CN(CC1)CC=1C=CC=2C3=C(C(NC2C1F)=O)CCO3